NC1=C(C=C(C=C1)C1=CC(=CC=C1)C(NC1=CC=C(C=C1)OCCC1=CC=CC=C1)=O)C(=O)O 4-amino-3'-((4-phenethoxyphenyl)carbamoyl)-[1,1'-biphenyl]-3-carboxylic acid